N1=C(C=CC=C1)CN[C@@H](CCCCN)C(=O)O picolyl-lysine